NC1=C(C=C(N=N1)C1=C(C=CC=C1)O)N1CC2CCC(C1)N2C2=CC(=NC=C2)OC2CNC2 2-(6-amino-5-(8-(2-(azetidin-3-yloxy)pyridin-4-yl)-3,8-diazabicyclo[3.2.1]oct-3-yl)pyridazin-3-yl)phenol